N-(2-(1-benzylpiperidin-4-yl)ethyl)-5-(2-hydroxyphenyl)furan-2-carboxamide C(C1=CC=CC=C1)N1CCC(CC1)CCNC(=O)C=1OC(=CC1)C1=C(C=CC=C1)O